4-(difluoro((6-methylpyridin-3-yl)sulfonyl)methyl)-N-(pyridazin-4-yl)piperidine-1-carboxamide FC(C1CCN(CC1)C(=O)NC1=CN=NC=C1)(S(=O)(=O)C=1C=NC(=CC1)C)F